CC(C)([Si](OCCOCCOCCO)(C1=CC=CC=C1)C1=CC=CC=C1)C 2,2-dimethyl-3,3-diphenyl-4,7,10-trioxa-3-siladodecan-12-ol